C(C)(C)(C)NC(=O)NS(=O)(=O)C1=C(OC=2C=C(C=CC2)C2=CC=C(C(=O)N(C)C)C=C2)C=CC(=C1)C#N 4-[3-[2-(tert-Butylcarbamoylsulfamoyl)-4-cyano-phenoxy]phenyl]-N,N-dimethyl-benzamide